FC1=CC=C(C=C1)C(C(C)C)N1CCNCC1 1-(1-(4-fluorophenyl)-2-methylpropyl)piperazine